N-(4-(1-(cyclopropanecarbonyl)indolin-5-yl)-5-methylthiazol-2-yl)-2-(3-(5-(2-(2,6-dioxopiperidin-3-yl)-1,3-dioxoisoindolin-4-yloxy)-3-methylpentyloxy)phenyl)acetamide C1(CC1)C(=O)N1CCC2=CC(=CC=C12)C=1N=C(SC1C)NC(CC1=CC(=CC=C1)OCCC(CCOC1=C2C(N(C(C2=CC=C1)=O)C1C(NC(CC1)=O)=O)=O)C)=O